methyl 2-amino-5-(2,2,2-trifluoro-1-hydroxy-ethyl)benzoate NC1=C(C(=O)OC)C=C(C=C1)C(C(F)(F)F)O